NC1=CC=C(C(=N1)Br)C=O 6-AMINO-2-BROMO-PYRIDINE-3-CARBALDEHYDE